S1C(=NC2=C1C=CC=C2)NC(=O)C=2C=CC=C1CCN(CC21)C2=CC=C(C(=N2)C(=O)OC(C)(C)C)C=2C=NN(C2C)CC2C1CC3CC(CC2C3)C1 tert-butyl 6-[8-(1,3-benzothiazol-2-ylcarbamoyl)-3,4-dihydroisoquinolin-2(1H)-yl]-3-[5-methyl-1-(tricyclo[3.3.1.13,7]dec-2-ylmethyl)-1H-pyrazol-4-yl]pyridine-2-carboxylate